5-benzyl-7-methyl-4,5-dihydropyrazolo[1,5-a]pyrazin-6(7H)-one C(C1=CC=CC=C1)N1CC=2N(C(C1=O)C)N=CC2